tert-butyl (exo)-3-[methyl({6-[4-(6-methylpyridazin-4-yl)-1H-indazol-7-yl]pyridazin-3-yl})amino]-8-azabicyclo[3.2.1]octane-8-carboxylate CN(C1CC2CCC(C1)N2C(=O)OC(C)(C)C)C=2N=NC(=CC2)C=2C=CC(=C1C=NNC21)C2=CN=NC(=C2)C